FC=1C=C(OC2=CC(=C(C=C2)NC(OCC=2C(=C3C(N(CC3=CC2)C2C(NC(CC2)=O)=O)=O)O[C@H]2COCCC2)=O)F)C=CC1F [2-(2,6-dioxopiperidin-3-yl)-4-[(3R)-oxan-3-yloxy]-3-oxo-2,3-dihydro-1H-isoindol-5-yl]methyl N-[4-(3,4-difluorophenoxy)-2-fluorophenyl]carbamate